FC=1C=C(C=C2NC(C=3N(C12)N=C(C3)C)=O)CO 9-fluoro-7-(hydroxymethyl)-2-methylpyrazolo[1,5-a]quinoxalin-4(5H)-one